C1CC12CCN(CC2)CC=2C=CC=1N(C2)C=C(N1)CNC(=O)C=1N=C2N(C(C1)=O)C=CC=C2 N-{[6-({6-azaspiro[2.5]octan-6-yl}methyl)imidazo[1,2-a]pyridin-2-yl]methyl}-4-oxo-4H-pyrido[1,2-a]pyrimidine-2-carboxamide